N-[(6-Amino-2-pyridyl)sulfonyl]-6-(3-fluoro-5-hydroxyphenyl)-2-(2,4,6-trimethylphenoxy)pyridin-3-carboxamid NC1=CC=CC(=N1)S(=O)(=O)NC(=O)C=1C(=NC(=CC1)C1=CC(=CC(=C1)O)F)OC1=C(C=C(C=C1C)C)C